C(C1=CC=CC=C1)C1(CN(CC1)S(=O)(=O)C=1C=NN(C1)C)C=1C=C2C=NN(C2=CC1C)C1=CC=C(C=C1)F 5-(3-benzyl-1-((1-methyl-1H-pyrazol-4-yl)sulfonyl)pyrrolidin-3-yl)-1-(4-fluorophenyl)-6-methyl-1H-indazole